P(OCC[Si](C)(C)C)(OCC[Si](C)(C)C)O bis(2-(trimethylsilyl)ethyl) hydrogen phosphite